tert-butyl-N-[6-(2,5-dioxo-2,5-dihydro-1H-pyrrol-1-yl)hexanoyl]-L-valyl-L-alanyl-L-lysinat C(C)(C)(C)N([C@@H](C(C)C)C(=O)N[C@@H](C)C(=O)N[C@@H](CCCCN)C(=O)[O-])C(CCCCCN1C(C=CC1=O)=O)=O